NC1=C2C(=NC=N1)N(N=C2C2=CC=C(C=C2)OC2=CC=CC=C2)[C@H]2CN(CCC2)C(C#CC)=O 1-((R)-3-(4-amino-3-(4-phenoxyphenyl)-1H-pyrazolo[3,4-d]pyrimidin-1-yl)piperidin-1-yl)but-2-yn-1-one